CC1=NN(C(=C1)C1=NC=C2N1N=C(C=C2C2=CC=NN2C)N2CC1CCC(C2)O1)C1OCCCC1 3-{7-[3-methyl-1-(oxan-2-yl)-1H-pyrazol-5-yl]-4-(1-methyl-1H-pyrazol-5-yl)imidazo[1,5-b]pyridazin-2-yl}-8-oxa-3-azabicyclo[3.2.1]octane